6-(3-((E)-4,4-difluoro-4-(4-fluorophenyl)but-2-enoyl)-3,8-diazabicyclo[3.2.1]octan-8-yl)nicotinonitrile FC(/C=C/C(=O)N1CC2CCC(C1)N2C2=NC=C(C#N)C=C2)(C2=CC=C(C=C2)F)F